N1=CC=C(C=C1)C1=CC=C2C(=N1)SC(=N2)NC2=NC=CC(=C2)OC2CCOCC2 5-(pyridin-4-yl)-N-(4-((tetrahydro-2H-pyran-4-yl)oxy)pyridin-2-yl)-thiazolo[5,4-b]pyridin-2-amine